lead trifluoromethanesulfonate FC(S(=O)(=O)[O-])(F)F.[Pb+2].FC(S(=O)(=O)[O-])(F)F